C/1=C\CCCCCCCC1 trans-cyclodecene